(2S,4R)-4-[(methylsulfonyl)oxy]-1,2-pyrrolidinedicarboxylic acid CS(=O)(=O)O[C@@H]1C[C@H](N(C1)C(=O)O)C(=O)O